trans-3-hydroxycyclopentane-1-carbonitrile O[C@@H]1C[C@H](CC1)C#N